2-({4-[2-(4-chloro-2-fluorophenyl)-2H-1,3-benzodioxol-4-yl]-2,5-difluorophenyl}methyl)-1-{[(2S)-oxetan-2-yl]methyl}-1H-1,3-benzodiazole-6-carboxylic acid ClC1=CC(=C(C=C1)C1OC2=C(O1)C=CC=C2C2=CC(=C(C=C2F)CC2=NC1=C(N2C[C@H]2OCC2)C=C(C=C1)C(=O)O)F)F